(S)-(5-(3,3-difluorocyclobutyl)-1,3,4-oxadiazol-2-yl)(4-(4-fluoropyrazolo[1,5-a]pyridin-2-yl)-6,7-dihydro-1H-imidazo[4,5-c]pyridin-5(4H)-yl)methanone FC1(CC(C1)C1=NN=C(O1)C(=O)N1[C@@H](C2=C(CC1)NC=N2)C2=NN1C(C(=CC=C1)F)=C2)F